1,2-dichloro-4-isocyanatobenzene ClC1=C(C=C(C=C1)N=C=O)Cl